CC(COCCNCCCC=1NC=CN1)(CC)C N-(2-(2,2-dimethylbut-1-yloxy)ethyl)-3-(imidazolyl)propan-1-amine